((2R,3S,4R,5S)-2-cyano-5-(4-(((Z)-(dimethylamino)methylene)amino)pyrrolo[2,1-f][1,2,4]triazin-7-yl)-3,4-dihydroxytetrahydrofuran-2-yl)methyl isopropyl carbonate C(OC[C@]1(O[C@H]([C@@H]([C@@H]1O)O)C1=CC=C2C(=NC=NN21)\N=C/N(C)C)C#N)(OC(C)C)=O